N1(CCNCCC1)C(=O)OC(C)(C)C tert-butyl 1,4-diazepane-1-carboxylate